(R)-3-(1-((7-(3-(dimethylamino)-3-methylazetidin-1-yl)-4-methyl-6-(trifluoromethyl)phthalazin-1-yl)amino)ethyl)-2-methylbenzonitrile CN(C1(CN(C1)C1=C(C=C2C(=NN=C(C2=C1)N[C@H](C)C=1C(=C(C#N)C=CC1)C)C)C(F)(F)F)C)C